(3R)-3-amino-7-[5-(2,2-difluoromorpholin-4-yl)-1,3,4-oxadiazol-2-yl]-1,1-dioxo-5-[(4-phenoxyphenyl)methyl]-2,3-dihydro-1lambda6,5-benzothiazepin-4-one N[C@H]1CS(C2=C(N(C1=O)CC1=CC=C(C=C1)OC1=CC=CC=C1)C=C(C=C2)C=2OC(=NN2)N2CC(OCC2)(F)F)(=O)=O